C1=CC2=C(C=C1O)C3=CC(=C(C=C3O2)O)Cl The molecule is a member of the class of dibenzofurans that is dibenzo[b,d]furan substituted by a chloro group at position 8 and hydroxy groups at position 2 and 7. It is a member of dibenzofurans, an organochlorine compound and a polyphenol. It derives from a hydride of a dibenzofuran.